acetyl-bromolactose methyl-(6R)-6-fluoro-3-(4-methoxyphenyl)-6,7-dihydro-1H-pyrrolizin-7a(5H)-carboxylate CC1C=C(N2C[C@@H](CC12C(=O)O)F)C1=CC=C(C=C1)OC.C(C)(=O)[C@@]1(C(O)(O[C@@H]([C@H]([C@@H]1O)O[C@H]1[C@H](O)[C@@H](O)[C@@H](O)[C@H](O1)CO)CO)Br)O